1-(3-(Difluoromethoxy)phenyl)-4-fluoro-3-isopropyl-N-(4-methyl-1,1-dioxidotetrahydro-2H-thiopyran-4-yl)-2-oxo-2,3-dihydro-1H-benzo[d]imidazole-5-carboxamide FC(OC=1C=C(C=CC1)N1C(N(C2=C1C=CC(=C2F)C(=O)NC2(CCS(CC2)(=O)=O)C)C(C)C)=O)F